(terphenylyl)[(phenyl)(biphenylyl)triazinyl]dibenzothiophene C1(=C(C=CC=C1)C1=C(C2=C(SC3=C2C=CC=C3)C=C1)C1=NN=NC(=C1C1=C(C=CC=C1)C1=CC=CC=C1)C1=CC=CC=C1)C=1C(=CC=CC1)C1=CC=CC=C1